3,3'-[1,5,9-triazacyclododecane-1,5-diylbis(methylene)]bis[N-(1,3-dihydroxypropan-2-yl)-2-hydroxy-5-methylbenzamide] N1(CCCN(CCCNCCC1)CC=1C(=C(C(=O)NC(CO)CO)C=C(C1)C)O)CC=1C(=C(C(=O)NC(CO)CO)C=C(C1)C)O